C(C)(C)(C)OC(=O)N1CC(C1)OC=1SC(=CN1)[C@H]1N([C@@H](CC2=C1N(C1=CC=CC=C21)C(=O)OC(C)(C)C)C)CC(C)(C)F tert-Butyl (1S,3R)-1-(2-((1-(tert-butoxycarbonyl)azetidin-3-yl)oxy)thiazol-5-yl)-2-(2-fluoro-2-methylpropyl)-3-methyl-1,2,3,4-tetrahydro-9H-pyrido[3,4-b]indole-9-carboxylate